CCCCCCCCCCCCCCCCCCCCCCCC The molecule is a straight-chain alkane containing 24 carbon atoms. It has a role as a plant metabolite and a volatile oil component.